O[C@@H](CNC1=NC(=CC(=C1)C=1C=C(C=CC1C)N1C[C@@H](CC1)CC(F)(F)F)C1CCOCC1)C (3S)-N-[3-(2-[[(2R)-2-hydroxypropyl]amino]-6-(oxan-4-yl)pyridin-4-yl)-4-methylphenyl]-3-(2,2,2-trifluoroethyl)pyrrolidine